NC(C(=O)O)C1=C(C=CC=C1F)F 2-amino-2-(2,6-difluorophenyl)acetic acid